3,3'-dimethyl-4,4-diaminobiphenyl CC1C=C(C=CC1(N)N)C1=CC(=CC=C1)C